C1(C=CC(N1CCCCCC(=O)OC1(C(=O)NC(C1)=O)S(=O)(=O)O)=O)=O N-e-maleimidocaproyl-oxysulfosuccinimide